C(C1=CC=CC=C1)N1C(C(=C(C=C1)CN1C(CCC1)COC)O)=O 1-Benzyl-3-hydroxy-4-{[2-(methoxymethyl)pyrrolidin-1-yl]methyl}pyridin-2(1H)-one